(R)-N-(3-(7-methyl-1H-indazol-5-yl)-1-oxo-1-(4-(piperidin-4-yl)piperazin-1-yl)propan-2-yl)-4-(7-oxo-3,4,7,8-tetrahydro-2H-thiopyrano[2,3-b]pyridin-6-yl)piperidine-1-carboxamide CC=1C=C(C=C2C=NNC12)C[C@H](C(N1CCN(CC1)C1CCNCC1)=O)NC(=O)N1CCC(CC1)C1=CC2=C(NC1=O)SCCC2